C1(CC1)N1CC2=CC=CC(=C2C1)NS(=O)(=O)C=1N(C=CN1)C(C)C N-(2-cyclopropylisoindolin-4-yl)-1-isopropyl-1H-imidazole-2-sulfonamide